NC1=C2N=CN(C2=NC=N1)C[C@@H](C)OCP(OCCSCCCCCCCCCCCCCC[Si](C(C)C)(C(C)C)C(C)C)(O)=O 2-((14-(triisopropylsilyl)tetradecyl)thio)ethyl hydrogen ((((R)-1-(6-amino-9H-purin-9-yl)propan-2-yl)oxy)methyl)phosphonate